8-(n-pentoxy)-tetracyclo[4.4.0.12,5.17,10]-3-dodecene C(CCCC)OC1C2C3C4C=CC(C3C(C1)C2)C4